BrCC1=CC=C(C=C1)[Si](F)(C(C)(C)C)C(C)(C)C (4-(Bromomethyl)phenyl)di-tert-butylfluorosilane